2-[1-(4-fluorophenyl)-1H-pyrazol-4-yl]-N-[5-(trifluoromethyl)-1,3-thiazol-2-yl]acetamide FC1=CC=C(C=C1)N1N=CC(=C1)CC(=O)NC=1SC(=CN1)C(F)(F)F